3-aminopropyldimethylsilanolate NCCC[Si]([O-])(C)C